BrC1=C(C=CC=C1)OB(O)O.C1(CCCCC1)P(C1=C(C=CC=C1)C1=C(C=C(C=C1C(C)C)C(C)C)C(C)C)C1CCCCC1 dicyclohexyl-(2',4',6'-Triisopropylbiphenyl-2-yl)phosphine 2-bromophenyl-borate